1-phenyl-1,2-propanedione-2-(O-ethoxycarbonyl oxime) C(C)OC(=O)ON=C(C(=O)C1=CC=CC=C1)C